4'-(benzyloxy)-7-(trifluoromethyl)spiro[chromeno[4,3-d]thiazole-4,1'-cyclohexan]-2-amine C(C1=CC=CC=C1)OC1CCC2(CC1)OC=1C=C(C=CC1C=1N=C(SC12)N)C(F)(F)F